4-isopropyl-4-oxo-1,4-azaphosphinane C(C)(C)P1(CCNCC1)=O